C(C)(C)(C)OC(=O)N[C@H](C(=O)OC)CC1=CC(=CC=C1)O (S)-methyl 2-(tert-butoxycarbonylamino)-3-(3-hydroxyphenyl)propanoate